O=C1N(CC2=C(C=CC=C12)N(C1CCC(CC1)NCCC(F)(F)F)CCCC(F)(F)F)C1C(NC(CC1)=O)=O 3-(1-oxo-4-((4,4,4-trifluorobutyl)((1r,4r)-4-((3,3,3-trifluoropropyl)amino)cyclohexyl)amino)isoindolin-2-yl)piperidine-2,6-dione